[Pb].[Ba].[Ca] calcium barium lead